6-Chloro-7-(3-chloro-4-((S)-morpholin-3-yl)phenyl)-3-((4-hydroxy-1-((R)-4,4,4-trifluoro-3-phenylbutanoyl)piperidin-4-yl)methyl)-3,7-dihydro-4H-pyrrolo[2,3-d]pyrimidin-4-one ClC1=CC2=C(N=CN(C2=O)CC2(CCN(CC2)C(C[C@@H](C(F)(F)F)C2=CC=CC=C2)=O)O)N1C1=CC(=C(C=C1)[C@@H]1NCCOC1)Cl